C([C@@H](O)[C@@H](O)CO)O (L)-erythritol